CN(CCNC)CC=1C(=C2N(N1)CCC2)C2CCC1(CC2)CCCCC1 N1,N2-dimethyl-N1-((3-(spiro[5.5]undecan-3-yl)-5,6-dihydro-4H-pyrrolo[1,2-b]pyrazol-2-yl)methyl)ethane-1,2-diamine